2-methoxy-4-methyl-3-(prop-1-en-2-yl)pyridine COC1=NC=CC(=C1C(=C)C)C